rac-5-(benzyloxy)-N-(trans-4-fluoropyrrolidin-3-yl)-2-methylbenzofuran-3-carboxamide C(C1=CC=CC=C1)OC=1C=CC2=C(C(=C(O2)C)C(=O)N[C@@H]2CNC[C@H]2F)C1 |r|